6-bromo-2-fluoromethyl-1,2,4-triazine-3,5(2H,4H)-dione BrC=1C(NC(N(N1)CF)=O)=O